9-bromo-7-chloro-2,3,4,5-tetrahydro-1H-benzo[c]azepin-1-one BrC1=CC(=CC2=C1C(NCCC2)=O)Cl